C(O)C=CC1=CC=CC=C1 methylolstyrene